ClC1=CC(=NC=2N(C(N=C(C21)N2[C@H](CN(CC2)C(C=C)=O)C)=O)C=2C(=NC=NC2C(C)C)Cl)C2=C(C=CC=C2)F chloro-1-(4-chloro-6-(2-propanyl)-5-pyrimidinyl)-7-(2-fluorophenyl)-4-((2S)-2-methyl-4-(2-propenoyl)-1-piperazinyl)pyrido[2,3-d]pyrimidin-2(1H)-one